(+/-)-cis-1-fluoro-3-hydroxycyclohexanecarboxylic acid isopropyl ester C(C)(C)OC(=O)[C@@]1(C[C@H](CCC1)O)F |r|